N1C=NC2=C1C=CC(=C2)N2C(NCC2C2=C(C=C(C=C2F)C=2SC(=CC2)C(F)(F)F)F)=O 1-(1H-Benzimidazol-5-yl)-5-{2,6-difluoro-4-[5-(trifluoromethyl)thiophen-2-yl]phenyl}-imidazolidin-2-one